3-(5-phenylfuran-2-yl)-5-(1-(piperidin-4-yl)-1H-pyrazol-4-yl)pyridin-2-amine C1(=CC=CC=C1)C1=CC=C(O1)C=1C(=NC=C(C1)C=1C=NN(C1)C1CCNCC1)N